NC1=C(C=CC(=C1)C=1C=NNC1)N1CCC(CC1)CN1C(CCC1)=O 1-((1-(2-amino-4-(1H-pyrazol-4-yl)phenyl)piperidin-4-yl)methyl)pyrrolidin-2-one